C1(CCCCC1)OC=1C(=C(C(=CC1)\C=C(\C1=NN(C=C1)C1=CN=NC=C1)/F)N1CC2(CCC1)CCN(CC2)CC2CC2)C(F)(F)F (Z)-2-(3-(cyclohexyloxy)-6-(2-fluoro-2-(1-(pyridazin-4-yl)-1H-pyrazol-3-yl)vinyl)-2-(trifluoromethyl)phenyl)-9-(cyclopropylmethyl)-2,9-diazaspiro[5.5]undecane